ClC=1C=NC=CC1C1=CC=C(C(=O)N(C)[C@H]2CN(CC2)C#N)C=C1 (R)-4-(3-chloropyridin-4-yl)-N-(1-cyanopyrrolidin-3-yl)-N-methylbenzamide